N-(benzenesulfonyl)-2-chloro-6-[3-[(1R,2S,4S)-norbornan-2-yl]Oxypyrazol-1-yl]Pyridine-3-carboxamide C1(=CC=CC=C1)S(=O)(=O)NC(=O)C=1C(=NC(=CC1)N1N=C(C=C1)O[C@@H]1[C@@H]2CC[C@H](C1)C2)Cl